[N+](=[N-])=C(CN1C(C=CC1=O)=O)C1=CC=CC=C1 N-(beta-diazophenyl-ethyl)maleimide